FC1=C2C[C@@H](NC2=CC(=C1N1CC(NS1(=O)=O)=O)O)CNCC1CCOCC1 5-[(2R)-4-fluoro-6-hydroxy-2-({[(oxan-4-yl)methyl]amino}methyl)-2,3-dihydro-1H-indol-5-yl]-1λ6,2,5-thiadiazolidine-1,1,3-trione